2-chloro-5-((R)-9-((S*)-1-(2,2-difluorobenzo[d][1,3]dioxol-5-yl)ethyl)-3-methyl-10-oxo-1,2,3,4,7,8,9,10-octahydropyrido[4',3':3,4]pyrazolo[1,5-a]pyrazine-2-carbonyl)benzonitrile ClC1=C(C#N)C=C(C=C1)C(=O)N1CC=2C(=NN3C2C(N(CC3)[C@@H](C)C3=CC2=C(OC(O2)(F)F)C=C3)=O)C[C@H]1C |o1:22|